FC(C)(C)C1=NN2C(N(C(C(CC2)C2=NC(=NN2)C(=O)N)=O)C)=C1 (2-(1-fluoro-1-methyl-ethyl)-4-methyl-5-oxo-7,8-dihydro-6H-pyrazolo[1,5-a][1,3]diazepin-6-yl)-1,2,4-triazole-3-carboxamide